(2Z)-3-amino-1-phenyl-3-[4-(triphenylvinyl)phenyl]prop-2-en-1-one N\C(=C/C(=O)C1=CC=CC=C1)\C1=CC=C(C=C1)C(=C(C1=CC=CC=C1)C1=CC=CC=C1)C1=CC=CC=C1